C1(CC1)ON1C(C2=CC=CC=C2C1=O)=O 2-Cyclopropyloxyisoindoline-1,3-dione